[C@H]12CN(C[C@H](CC1)N2)C2=NC(=NC1=CC(=CC=C21)C2=CC(=CC1=CC=CC=C21)O)OCC(=O)N(C)C 2-((4-((1R,5S)-3,8-diazabicyclo[3.2.1]octan-3-yl)-7-(3-hydroxynaphthalen-1-yl)quinazolin-2-yl)oxy)-N,N-dimethylacetamide